C(C1=CC=CC=C1)(=O)C1=C(C=CC=C1)C(C1=CC=CC=C1)=O 1,2-dibenzoyl-benzene